COC=1C=C2[C@]3(C(NC2=CC1)=O)[C@@H](C3)C3=CC=C1C(=NNC1=C3)NC3=NC(=NC=C3OC)C=3C=NN(C3)C (1R,2S)-5'-methoxy-2-(3-{[5-methoxy-2-(1-methyl-1H-pyrazol-4-yl)pyrimidin-4-yl]amino}-1H-indazol-6-yl)spiro[cyclopropane-1,3'-indol]-2'(1'H)-one